NC=1C=2N(C3=CC(=C(C=C3N1)F)C(=O)N1C(CN(CC1)C1COC1)C1=NC=C(C=C1)C(F)(F)F)C=NC2 (4-amino-7-fluoroimidazo[1,5-a]quinoxalin-8-yl)(4-(oxetan-3-yl)-2-(5-(trifluoromethyl)pyridin-2-yl)piperazin-1-yl)methanone